FC=1C=C2C(=NC(=NC2=CC1)C)N1CC=2C=C(C=NC2CC1)NC=1N(N=CC1)C 6-(6-fluoro-2-methyl-quinazolin-4-yl)-N-(2-methylpyrazol-3-yl)-7,8-dihydro-5H-1,6-naphthyridin-3-amine